C1(=CC=CC=C1)C1=C(C(=CC=C1)C1=CC=CC=C1)O 2,6-diphenyl-phenol